3-((benzyloxy)methyl)-1-((2S,4aR,6R,7aS)-2-chloro-2-oxidotetrahydro-4H-furo[3,2-d][1,3,2]dioxaphosphinin-6-yl)-5-methylpyrimidine-2,4(1H,3H)-dione C(C1=CC=CC=C1)OCN1C(N(C=C(C1=O)C)[C@H]1C[C@@H]2O[P@@](OC[C@H]2O1)(=O)Cl)=O